5-[(2-Amino-3-fluoropyridine-4-yl)methyl]-3,4-difluoro-2-[(4-fluoro-1-benzothiophen-5-yl)amino]benzamide tert-butyl-2-(2-fluoro-4-(trifluoromethyl)phenyl)-3-oxopiperidine-1-carboxylate C(C)(C)(C)OC(=O)N1C(C(CCC1)=O)C1=C(C=C(C=C1)C(F)(F)F)F.NC1=NC=CC(=C1F)CC=1C(=C(C(=C(C(=O)N)C1)NC=1C=CC2=C(C=CS2)C1F)F)F